NC1=NC=C(C=N1)C1=NC=C(C(=N1)OC)NC(=O)C=1C(=NOC1C)C1=CC=CC=C1 (2'-amino-4-methoxy-[2,5'-bipyrimidin]-5-yl)-5-methyl-3-phenylisoxazole-4-carboxamide